C(CCCCC)OCCCCCC din-hexyl ether